N-(2-((3R,4S)-3-fluoro-4-methoxypiperidin-1-yl)pyrimidin-4-yl)-5-isopropyl-8-(3-(methylsulfonylmethyl)azetidin-1-yl)isoquinolin-3-amine F[C@@H]1CN(CC[C@@H]1OC)C1=NC=CC(=N1)NC=1N=CC2=C(C=CC(=C2C1)C(C)C)N1CC(C1)CS(=O)(=O)C